ClCC1=CC=C2C(CN(CC2=C1)C(=O)OC(C)(C)C)(F)F Tert-Butyl 7-(chloromethyl)-4,4-difluoro-3,4-dihydroisoquinoline-2(1H)-carboxylate